3-(furan-3-yl)-6-hydroxy-2-(pyridin-3-yl)-1H-inden-1-one O1C=C(C=C1)C1=C(C(C2=CC(=CC=C12)O)=O)C=1C=NC=CC1